(2R,5S)-N-(4-Amino-2-chlorophenyl)-3-(4-cyano-3-(trifluoromethyl)phenyl)-2-(trifluoromethyl)oxazolidin-5-carboxamid NC1=CC(=C(C=C1)NC(=O)[C@@H]1CN([C@H](O1)C(F)(F)F)C1=CC(=C(C=C1)C#N)C(F)(F)F)Cl